The molecule is a galactosylceramide sulfate(1-) in which the ceramide N-acyl group is specified as (R)-2-hydroxybehenoyl. It is a conjugate base of a 1-(3-O-sulfo-beta-D-galactosyl)-N-[(2R)-2-hydroxybehenoyl]sphingosine. CCCCCCCCCCCCCCCCCCCC[C@H](C(=O)N[C@@H](CO[C@H]1[C@@H]([C@H]([C@H]([C@H](O1)CO)O)OS(=O)(=O)[O-])O)[C@@H](/C=C/CCCCCCCCCCCCC)O)O